4-[2-(4-fluorophenyl)-4-oxo-1,3-thiazolidin-3-yl]-N-[(4-methoxyphenyl)sulfonyl]-3-methylbenzamide FC1=CC=C(C=C1)C1SCC(N1C1=C(C=C(C(=O)NS(=O)(=O)C2=CC=C(C=C2)OC)C=C1)C)=O